C(N1C=NC=2C(N(C=3N=C(C=CC3C21)C(F)(F)F)C=2C(=NC=CC2)C)=O)([2H])([2H])[2H] 1-(methyl-d3)-5-(2-methylpyridin-3-yl)-7-(trifluoromethyl)-1,5-dihydro-4H-imidazo[4,5-c][1,8]Naphthyridin-4-one